FC=1C=C(OC2=CC(=NC=C2)C(=O)N[C@@H]2C(N(C3=C(OC2)C=CC(=C3)C#CC3(COC3)O)C)=O)C=CC1 (S)-4-(3-fluorophenoxy)-N-(7-((3-hydroxyoxetan-3-yl)ethynyl)-5-methyl-4-oxo-2,3,4,5-tetrahydrobenzo[b][1,4]oxazepin-3-yl)picolinamide